C(C)(C)(C)OC(=O)NCCCC[C@H](N)C(=O)N[C@@H](CCC(=O)O)C(=O)O N6-(tert-butoxycarbonyl)lysylglutamic acid